COC1=CC=C2C(=C(/C(/C2=C1)=C/C1=CC=C(C=C1)CN(C1=CC=CC=C1)C)C)CC(=O)O 2-[(1Z)-6-methoxy-2-methyl-1-[(4-{[methyl(phenyl)amino]methyl}phenyl)-methylidene]-1H-inden-3-yl]acetic acid